C(C)(C)(C)N(C(O)=O)CCC#CC1=NC(=CC=C1)C(NC1C(NC(CC1)=O)=O)=O.ClC1=CC=C2C=C(NC2=C1)C[C@H](N)C(=O)O 3-(6-chloroindolyl)alanin tert-butyl-(4-(6-((2,6-dioxopiperidin-3-yl)carbamoyl)pyridin-2-yl)but-3-yn-1-yl)carbamate